7-fluoropyrazolo[1,5-c]quinazolin-5(6H)-one FC1=CC=CC=2C=3N(C(NC12)=O)N=CC3